C1=CC(C=C2SC3=CC=CC=C3N=C12)=O phenothiazin-3-one